C1CCCC2CCC3C4CCC5C(CC=6C=NC=NC6C5)C4CC=C3C12 1,2,3,4,4a,5,6,6a,6b,7,8,8a,9,14,14a,14b,15,16b-octadecahydrochryseno[1,2-g]Quinazolin